C(C)(=O)N(C1=CC=C(C=C1)C1=CC=C(C=N1)C(=O)NCC=1C=NC=CC1)CC1COC1 6-[4-[acetyl(oxetan-3-ylmethyl)amino]phenyl]-N-(3-pyridylmethyl)pyridine-3-carboxamide